O1C2=C(OCC1)C=C(C=C2)OC2(CCN(CC2)C=2C(=CC=1N(N2)C(C(=C(N1)C)C)=O)C)[2H] 7-(4-((2,3-dihydrobenzo[b][1,4]dioxin-6-yl)oxy)piperidin-1-yl-4-d)-2,3,8-trimethyl-4H-pyrimido[1,2-b]pyridazin-4-one